N[C@H](CC1=C(C=2N=NC=C(C2S1)NCC=1SC=CC1)C)COC(F)F 6-[(2R)-2-amino-3-(difluoromethoxy)propyl]-7-methyl-N-[(thiophen-2-yl)methyl]thieno[3,2-c]pyridazin-4-amine